methyl 4-amino-2-bromobenzoate NC1=CC(=C(C(=O)OC)C=C1)Br